1-Ethyl 5-[(2R,6S)-2,6-dimethylmorpholin-4-yl]pyrazolo[1,5-a]pyrimidine-3-carboxylate C[C@@H]1CN(C[C@@H](O1)C)C1=NC=2N(C=C1)N=CC2C(=O)OCC